Rel-5-(2-((2R,5S)-5-methyl-2-(Thiophen-2-yl)piperidin-1-yl)-2-oxoacetamido)Nicotinamide C[C@H]1CC[C@@H](N(C1)C(C(=O)NC=1C=NC=C(C(=O)N)C1)=O)C=1SC=CC1 |o1:1,4|